4-[3-(2-aminothiazol-4-yl)phenyl]cyclohex-3-en-1-one NC=1SC=C(N1)C=1C=C(C=CC1)C1=CCC(CC1)=O